FC1(CC(C1)(C#N)C1=CC=C(C=C1)F)F 3,3-difluoro-1-(4-fluorophenyl)cyclobutane-1-carbonitrile